2-(2-fluoro-2-methylpropanoyl)-N-(2,2,2-trifluoro-1-(4-fluorophenyl)ethyl)-1,2,3,4-tetrahydroisoquinoline-7-sulfonamide FC(C(=O)N1CC2=CC(=CC=C2CC1)S(=O)(=O)NC(C(F)(F)F)C1=CC=C(C=C1)F)(C)C